Tert-butyl (4-(4-((1-(4-formylphenyl)-3-(3-((tetrahydro-2H-pyran-2-yl)oxy)propyl)-1H-pyrazol-4-yl)carbamoyl)oxazol-2-yl)pyridin-2-yl)(2,2,2-trifluoroethyl)carbamate C(=O)C1=CC=C(C=C1)N1N=C(C(=C1)NC(=O)C=1N=C(OC1)C1=CC(=NC=C1)N(C(OC(C)(C)C)=O)CC(F)(F)F)CCCOC1OCCCC1